OCCC=1N(C2=CC=CC=C2C1CNS(=O)(=O)C)C1CCN(CC1)[C@@H]1CC[C@@H](CC1)C(C)C N-((2-(2-hydroxyethyl)-1-(1-(cis-4-isopropylcyclohexyl)piperidin-4-yl)-1H-indol-3-yl)methyl)methane-sulfonamide